FC=1C(=NC=CC1)N1CCN(CC1)CC=1C=C2CN(C(C2=CC1)=O)C1C(NC(CC1)=O)=O 3-(5-((4-(3-fluoropyridin-2-yl)piperazin-1-yl)methyl)-1-oxoisoindolin-2-yl)piperidine-2,6-dione